C(C)[NH+]1CCCCC1 1-ethyl-1-Piperidinium